ClC=1C=C(OC2CCC(CC2)NC(=O)C=2N=NC(=CC2)N2CCC(CC2)N2CCN(CC2)CC=2C=NC=3C=C(C(NC3C2)=O)CC)C=CC1C#N N-((1r,4r)-4-(3-Chloro-4-cyanophenoxy)cyclohexyl)-6-(4-(4-((7-ethyl-6-oxo-5,6-dihydro-1,5-naphthyridin-3-yl)methyl)piperazin-1-yl)piperidin-1-yl)pyridazine-3-carboxamide